2,3,4,6,7,8-hexahydro-1H-pyrimido[1,2-a]Pyrimidine N1C=2N(CCC1)CCCN2